CNC(=O)[C@H]1[C@@H]([C@@H]2CC[C@H]([C@@H]3CC[C@]4(OO[C@]32[C@H](O1)O4)C)C)C (3R,5aS,6R,8aS,9R,10R,12R,12aR)-N,3,6,9-tetramethyldecahydro-12H-3,12-epoxypyrano[4,3-j][1,2]Benzodioxepin-10-carboxamide